5-[(4R,9aS)-4-methyl-8-(1,2,3,4-tetrahydroisoquinolin-7-ylmethyl)-3,4,6,7,9,9a-hexahydro-1H-pyrazino[1,2-a]pyrazin-2-yl]-2-deuterio-quinoline-8-carbonitrile C[C@@H]1CN(C[C@H]2N1CCN(C2)CC2=CC=C1CCNCC1=C2)C2=C1C=CC(=NC1=C(C=C2)C#N)[2H]